FC1=C2C=C(NC2=CC(=C1)OCC=1N=CSC1)CNC(C)=O N-((4-fluoro-6-(thiazol-4-ylmethoxy)-1H-indol-2-yl)methyl)acetamide